CC1=C(C=CC=C1NC(=O)C1=CC(=C(C=N1)CN[C@H](C(=O)O)C(C)C)C1CC1)C1=C(C(=CC=C1)NC(=O)C1=CC(=C(C=N1)CN[C@H](C(=O)O)C(C)C)C1CC1)C (2S,2'S)-2,2'-((((((2,2'-dimethyl-[1,1'-biphenyl]-3,3'-diyl)bis(azanediyl))bis(carbonyl))bis(4-cyclopropylpyridine-6,3-diyl))bis(methylene))bis(azanediyl))bis(3-methylbutanoic acid)